(4-chlorophenyl)-2-(pyridin-3-yl)-N-(pyrrolidin-3-yl)pyrimidin-4-amine ClC1=CC=C(C=C1)C=1C(=NC(=NC1)C=1C=NC=CC1)NC1CNCC1